ClC(CCl)F 1,2-dichloro-1-fluoroethane